5-(1H-pyrazol-4-yl)pyridin-3-ol dihydrochloride Cl.Cl.N1N=CC(=C1)C=1C=C(C=NC1)O